1-dodecyl-3-propylpyrrolium methanesulfonate CS(=O)(=O)[O-].C(CCCCCCCCCCC)[NH+]1C=C(C=C1)CCC